COC1=NC(=CC=C1NC(=O)C=1C(=NOC1C)C1=CC=CC=C1)C=1C(=NN(C1C)C)C N-[2-methoxy-6-(1,3,5-trimethylpyrazol-4-yl)-3-pyridinyl]-5-methyl-3-phenyl-isoxazole-4-carboxamide